(R)-4-(1H-indol-3-yl)-N-(piperidin-3-yl)pyrrolo[2,1-f][1,2,4]triazin-2-amine N1C=C(C2=CC=CC=C12)C1=NC(=NN2C1=CC=C2)N[C@H]2CNCCC2